N[C@H]1CC[C@H](CC1)NS(=O)(=O)C1=CC(=C(C=C1)NC1=NN2C(C(=C(C=C2)C=2C=NNC2)OCC)=N1)C N-(cis-4-aminocyclohexyl)-4-((8-ethoxy-7-(1H-pyrazol-4-yl)-[1,2,4]triazolo[1,5-a]pyridin-2-yl)amino)-3-methylbenzenesulfonamide